C(C)OC1=C(C(=C(C=C1)C1=C(C2=C(CCC1)C=C(C=C2)O)C2=CC=C(C=C2)O[C@@H]2CN(CC2)CCCF)C)C 6-(4-ethoxy-2,3-dimethyl-phenyl)-5-[4-[(3S)-1-(3-fluoropropyl)pyrrolidin-3-yl]oxyphenyl]-8,9-dihydro-7H-benzo[7]annulen-2-ol